C(C)(C)OC(=O)N1C(CN(CC1)C1=NC=2N(C=C1)N=CC2C=2C(=NC=CC2)OC)(C)C 4-(3-(2-methoxypyridin-3-yl)pyrazolo[1,5-a]pyrimidin-5-yl)-2,2-dimethylpiperazine-1-carboxylic acid isopropyl ester